(3aS,5aS,8R,8aS,9R,10aS)-9-(tert-butyl)-9-hydroxy-6-(1H-indol-5-yl)-2,4,7-trioxooctahydro-4H,9H-furo[3'',2'':2',3']cyclopenta[1',2':3,4]furo[2,3-b]pyrrol-8-yl benzoate C(C1=CC=CC=C1)(=O)O[C@@H]1[C@@]23[C@@H](N(C1=O)C=1C=C4C=CNC4=CC1)OC([C@]21[C@H](C[C@@]3(O)C(C)(C)C)OC(C1)=O)=O